palmitoyl-ethylenediamine C(CCCCCCCCCCCCCCC)(=O)NCCN